COC(=O)C12OC(C(CC1)CC2)CO (hydroxymethyl)-2-oxabicyclo[2.2.2]octane-1-carboxylic acid methyl ester